C(C1=CC=CC=C1)N(CC1=CC=CC=C1)C N-benzyl-N-methyl-1-phenylmethanamine